ClC1=CC=CC2=C1C(=NO2)NS(=O)(=O)C=2C=C(C=CC2)C2=CC=CC=C2 N-(4-chlorobenzo[d]isoxazol-3-yl)-[1,1'-biphenyl]-3-sulfonamide